N-(2-(4,4-dimethylpiperidin-1-yl)-5-(trifluoromethyl)phenyl)-5-(tetrahydro-2H-pyran-4-yl)furan-2-carboxamide CC1(CCN(CC1)C1=C(C=C(C=C1)C(F)(F)F)NC(=O)C=1OC(=CC1)C1CCOCC1)C